(E)-2-((1-(2-(4-methoxyphenoxy)ethyl)-2-methyl-1H-indol-3-yl)methylene)-N-phenylhydrazine COC1=CC=C(OCCN2C(=C(C3=CC=CC=C23)\C=N\NC2=CC=CC=C2)C)C=C1